2-(4-benzyloxyphenyl)-N-(6-oxo-1-phenyl-1,6-dihydropyridin-3-yl)acetamide tert-butyl-(trans-4-((6-bromopyridazin-3-yl)amino)cyclohexyl)carbamate C(C)(C)(C)N(C(O)=O)[C@@H]1CC[C@H](CC1)NC=1N=NC(=CC1)Br.C(C1=CC=CC=C1)OC1=CC=C(C=C1)CC(=O)NC1=CN(C(C=C1)=O)C1=CC=CC=C1